NC(C(=O)O)(CCCCB(O)O)CCCN1CCC(CC1)(O)C1=CC=C(C=C1)Cl 2-amino-6-borono-2-(3-(4-(4-chlorophenyl)-4-hydroxypiperidin-1-yl)propyl)hexanoic acid